rac-N-((4R,5S)-4-(2-((Z)-2-cyanovinyl)phenyl)-7-ethyl-6-oxo-1-phenyl-4,5,6,7-tetrahydro-1H-pyrazolo[3,4-b]pyridin-5-yl)-4-(trifluoromethyl)pyrimidine-2-carboxamide C(#N)\C=C/C1=C(C=CC=C1)[C@@H]1C2=C(N(C([C@H]1NC(=O)C1=NC=CC(=N1)C(F)(F)F)=O)CC)N(N=C2)C2=CC=CC=C2 |r|